3-(1-(5-iodoquinolin-8-yl)-3-(2-methylbenzyl)-4-oxoazetidin-2-yl)-2,2-dimethylpropionitrile IC1=C2C=CC=NC2=C(C=C1)N1C(C(C1=O)CC1=C(C=CC=C1)C)CC(C#N)(C)C